CS(=O)(=O)NC(=O)C1=NC(=CC=C1)C1=CN=C(S1)C=1C=NC=CC1 N-(Methylsulfonyl)-6-[2-(pyridin-3-yl)-1,3-thiazol-5-yl]pyridin-2-carboxamid